dihexadecyl 8,14-diimino-4,18-dithia-9,13-diazahenicosanedioate N=C(CCCSCCC(=O)OCCCCCCCCCCCCCCCC)NCCCNC(CCCSCCC(=O)OCCCCCCCCCCCCCCCC)=N